2-(((2,5-dimethoxy-4-(pyridin-3-yl)phenethyl)amino)methyl)phenol COC1=C(CCNCC2=C(C=CC=C2)O)C=C(C(=C1)C=1C=NC=CC1)OC